(3-aminophenyl)phosphine NC=1C=C(C=CC1)P